4-((3-amino-5-((3S,4S)-4-amino-3-methyl-2-oxa-8-azaspiro[4.5]decan-8-yl)pyrazin-2-yl)thio)-6a,7-dihydro-6H,9H-oxazolo[3,4-d]pyrido[3,2-b][1,4]oxazin-9-one NC=1C(=NC=C(N1)N1CCC2([C@@H]([C@@H](OC2)C)N)CC1)SC1=CC=NC2=C1OCC1N2C(OC1)=O